(S)-18-hydroxy-2-phenyl-9,12-dioxa-1,15,22-triazatetracyclo[13.7.1.03,8.017,22]tricosa-3,5,7,17,20-pentaene-16,19-dione OC1=C2C(N3CCOCCOC4=CC=CC=C4[C@@H](N(N2C=CC1=O)C3)C3=CC=CC=C3)=O